C(C)(=O)N1[C@H]([C@@H]([C@H](C2=CC(=CC=C12)C(=O)N)NC1=NC=C(C(=N1)C)C#N)C)C1CC1 (2S,3R,4R)-1-acetyl-4-((5-cyano-4-methylpyrimidin-2-yl)amino)-2-cyclopropyl-3-methyl-1,2,3,4-tetrahydroquinoline-6-carboxamide